ClC1=CC2=C(N(C(N=C2N2[C@H](CN([C@@H](C2)C)C(C=C)=O)C)=O)C=2C(=NC=NC2C(C)C)C2CC2)N=C1C1=C(C=CC=C1)F 6-Chloro-1-(4-cyclopropyl-6-isopropyl-pyrimidin-5-yl)-4-[(2S,5R)-2,5-dimethyl-4-prop-2-enoyl-piperazin-1-yl]-7-(2-fluorophenyl)pyrido[2,3-d]pyrimidin-2-one